C(=O)(OC(C)(C)C)N1C[C@H](OCC1)CCC(=O)N (R)-N-Boc-2-(3-amino-3-oxopropyl)morpholine